8-(4-(methoxy)phenyl)-N-(3-(2-((benzyloxy)methyl)pyrrolidin-1-yl)phenyl)quinazolin-2-amine COC1=CC=C(C=C1)C=1C=CC=C2C=NC(=NC12)NC1=CC(=CC=C1)N1C(CCC1)COCC1=CC=CC=C1